5-(3-amino-2-(piperidine-1-carbonyl)benzo[b]thiophen-7-yl)isoindolin-1-one NC=1C2=C(SC1C(=O)N1CCCCC1)C(=CC=C2)C=2C=C1CNC(C1=CC2)=O